(5-METHYL-PYRAZOL-1-YL)-ACETIC ACID CC1=CC=NN1CC(=O)O